(17-amino-3,6,9,12,15-pentaoxaheptadecyl)carbamic acid tert-butyl ester C(C)(C)(C)OC(NCCOCCOCCOCCOCCOCCN)=O